[Li+].FC(C=1C(=C(C=CC1)[C@@H](C)NC1=C(C(=NC(=N1)OC)C(C(=O)[O-])F)C1OCCO1)F)F 2-(6-(((R)-1-(3-(difluoromethyl)-2-fluorophenyl)ethyl)amino)-5-(1,3-dioxolane-2-yl)-2-methoxypyrimidin-4-yl)-2-fluoroacetate lithium